C(C)(C)(C)OC(CC1=CC=C(C=C1)C[C@H](C(=O)OC)C)=O Methyl (R)-3-(4-(2-(tert-butoxy)-2-oxoethyl)phenyl)-2-methylpropanoate